3-cyclobutyl-N-methyl-4,5,6,7-tetrahydrobenzothiophen-5-amine hydrochloride Cl.C1(CCC1)C1=CSC2=C1CC(CC2)NC